tert-Butyl (S)-2-amino-2-(2-fluoro-6-nitrophenyl)propanoate N[C@@](C(=O)OC(C)(C)C)(C)C1=C(C=CC=C1[N+](=O)[O-])F